COC=1C=C(C=CC1)C=1C=NN(C1)C=1N=C(C2=C(N1)C=C(C=N2)C(=O)OC)N2CCOCC2 methyl 2-(4-(3-methoxyphenyl)-1H-pyrazol-1-yl)-4-morpholinopyrido[3,2-d]pyrimidine-7-carboxylate